(6Z,9Z)-eicosa-6,9-dien-3-one CCC(CC\C=C/C\C=C/CCCCCCCCCC)=O